1,2,3,4,5-pentafluoro-6-(1-methyltelluroethyl)benzene FC1=C(C(=C(C(=C1C(C)[Te]C)F)F)F)F